tert-butyl (R)-(1-(neopentylamino)-1-oxohexan-2-yl)carbamate C(C(C)(C)C)NC([C@@H](CCCC)NC(OC(C)(C)C)=O)=O